2'-hydroxy-6,7-methylenedioxy-isoflavone OC1=C(C2=COC3=CC4=C(C=C3C2=O)OCO4)C=CC=C1